1,6-dicyanoguanylhexane C(#N)C(CCCCCC#N)C(N)=N